C(C1=CC=CC=C1)OC=1C=C(C=CC1C(N(C)C)=O)N(C(=O)[C@@H]1N(CC1)S(=O)(=O)C1=C(C(=C(C(=C1F)F)F)F)F)CC1=NC=C(C=C1)C1CCCCC1 (R)-N-(3-(benzyloxy)-4-(dimethylcarbamoyl)phenyl)-N-((5-cyclohexylpyridin-2-yl)methyl)-1-((perfluorophenyl)sulfonyl)azetidine-2-carboxamide